{4-[6-amino-5-(2-trifluoromethyl-benzyloxy)-pyridin-3-yl]-phenyl}-methanone NC1=C(C=C(C=N1)C1=CC=C(C=C1)C=O)OCC1=C(C=CC=C1)C(F)(F)F